(2S,4R)-1-[(2S)-2-(4-cyclopropyltriazol-1-yl)-3,3-dimethyl-butanoyl]-4-hydroxy-N-[[(2S)-1-(p-tolyl)pyrrolidin-2-yl]methyl]pyrrolidine-2-carboxamide C1(CC1)C=1N=NN(C1)[C@H](C(=O)N1[C@@H](C[C@H](C1)O)C(=O)NC[C@H]1N(CCC1)C1=CC=C(C=C1)C)C(C)(C)C